(S)-4,5-dichloro-N-(2-(dimethylamino)-3-(4-hydroxy-2,6-dimethylphenyl)propyl)-2-fluorobenzamide ClC1=CC(=C(C(=O)NC[C@H](CC2=C(C=C(C=C2C)O)C)N(C)C)C=C1Cl)F